FC1(OC2=C(O1)C=CC(=C2)C2=C1C=C(C(=CC1=C(C=1C(OCC12)=O)OC)OC)OC)F 4-(2,2-difluorobenzo[d][1,3]dioxol-5-yl)-6,7,9-trimethoxynaphtho[2,3-c]furan-1(3H)-one